tert-butyl 4-(3-fluoro-4-nitro-phenyl)-3,6-dihydro-2H-pyridine-1-carboxylate FC=1C=C(C=CC1[N+](=O)[O-])C=1CCN(CC1)C(=O)OC(C)(C)C